(alphaS)-4-fluoro-alpha-hydroxy-3-phenoxy-benzyl cyanide FC1=C(C=C([C@H](O)C#N)C=C1)OC1=CC=CC=C1